ClC=1C(=C(C=CC1)NC1=C(NC2=C1C(NCC2)=O)C2=CC=NC1=CC=C(N=C21)OC2CCOCC2)OC 3-[(3-chloro-2-methoxyphenyl)amino]-2-[6-(oxan-4-yloxy)-1,5-naphthyridin-4-yl]-1H,5H,6H,7H-pyrrolo[3,2-c]pyridin-4-one